8-chloro-3,4-dihydro-2H-benzo[b][1,4]oxazine ClC1=CC=CC2=C1OCCN2